FC1=C(C(=CC=C1/C=C\1/CN[C@@H](C1)C)O)N1CC(NS1(=O)=O)=O (R,E)-5-(2-fluoro-6-hydroxy-3-((5-methylpyrrolidin-3-ylidene)methyl)phenyl)-1,2,5-thiadiazolidin-3-one 1,1-dioxide